FC1=C(C=CC=C1)C1=CC=C(C=C1)CCCC(=O)NC1=NC=CC2=CC=CC=C12 4-(2'-fluoro-[1,1'-biphenyl]-4-yl)-N-(isoquinolin-1-yl)butanamide